COC1=CC=C(CN(S(=O)(=O)[C@@H](C=O)CC)CC2=CC=C(C=C2)OC)C=C1 (R)-N,N-BIS(4-METHOXYBENZYL)-1-OXOBUTANE-2-SULFONAMIDE